ClC1=CC=2C3=C(C(=NC2C(=C1C1=CC=CC=C1)F)N1C(=NC=C1)C)N=CN3[C@@H]3C[C@H](NCC3)CC#N 2-((2S,4S)-4-(8-chloro-6-fluoro-4-(2-methyl-1H-imidazol-1-yl)-7-phenyl-1H-imidazo[4,5-c]quinolin-1-yl)piperidin-2-yl)acetonitrile